COC1=C2N=CN(C2=NC(=N1)N1N=CC(=C1)C(=O)OCC)CC1=CC=C(C=C1)OC Ethyl 1-(6-methoxy-9-(4-methoxy benzyl)-9H-purin-2-yl)-1H-pyrazole-4-carboxylate